C(CC1=CC=CC=C1)C=1C=C2C(=NC=NC2=CC1)N1CC2(C1)CCN(CC2)CC2=CC=C(C=C2)NS(=O)(=O)CC N-(4-((2-(6-phenethylquinazolin-4-yl)-2,7-diazaspiro[3.5]nonan-7-yl)methyl)phenyl)ethanesulfonamide